The molecule is a sphingomyelin 34:1 obtained by formal condensation of the carboxy group of heptadecanoic acid with the amino group of 15-methylhexadecasphingosine-1-phosphocholine. It is a metabolite of the nematode Caenorhabditis elegans. It has a role as a Caenorhabditis elegans metabolite. It derives from a 15-methylhexadecasphing-4-enine and a heptadecanoic acid. CCCCCCCCCCCCCCCCC(=O)N[C@@H](COP(=O)([O-])OCC[N+](C)(C)C)[C@@H](/C=C/CCCCCCCCCC(C)C)O